N-(4-((4-fluorophenyl)sulfonyl)-3,4-dihydro-2H-benzo[b][1,4]oxazin-6-yl)-4-(trifluoromethyl)benzenesulfonamide FC1=CC=C(C=C1)S(=O)(=O)N1C2=C(OCC1)C=CC(=C2)NS(=O)(=O)C2=CC=C(C=C2)C(F)(F)F